(4-(2,6-difluorophenyl)tetrahydro-2H-pyran-4-yl)methylamine hydrochloride Cl.FC1=C(C(=CC=C1)F)C1(CCOCC1)CN